C(=CC=CCCCCCCCC)CC(=O)O.ClC1=NC=C(C(=N1)Cl)C1=NOC=C1 3-(2,4-dichloropyrimidin-5-yl)isoxazole 7E,9Z-dodecadienylacetate